P(=S)(OCCCCCCCCCCC)(OCCCCCCCCCCC)OCCCCCCCCCCC triundecyl thiophosphate